N4-((1-Benzyl-1,2,3,6-tetrahydropyridin-4-yl)methyl)-N6-ethyl-5-fluoro-N6-(((1r,4r)-4-(trifluoromethyl)cyclohexyl)methyl)pyrimidine-4,6-diamine C(C1=CC=CC=C1)N1CCC(=CC1)CNC1=NC=NC(=C1F)N(CC1CCC(CC1)C(F)(F)F)CC